5-(3-(trifluoromethoxy)phenyl)-N-(3-(chloromethyl)-1,2,4-thiadiazol-5-yl)furan-3-carboxamide FC(OC=1C=C(C=CC1)C1=CC(=CO1)C(=O)NC1=NC(=NS1)CCl)(F)F